4,4'-bis(2,3-epoxypropoxy)octafluorobiphenyl C(C1CO1)OC1=C(C(=C(C(=C1F)F)C1=C(C(=C(C(=C1F)F)OCC1CO1)F)F)F)F